C(C)(C)(C)C=1C=CC(=NC1)N 5-(tert-butyl)pyridin-2-amine